C1(CC1)C1=CC(=NN1)NC1=NC(=NC(=C1)C)N1C2CC(C1)(C2)CO [2-[4-[(5-Cyclopropyl-1H-pyrazol-3-yl)amino]-6-methyl-pyrimidin-2-yl]-2-azabicyclo[2.1.1]hexan-4-yl]methanol